C(C1C(C(=O)[O-])CCCC1)(=O)[O-].[Ca+2].O water calcium hexahydrophthalate